di(2-ethylhexyl) succinate sodium [Na].C(CCC(=O)OCC(CCCC)CC)(=O)OCC(CCCC)CC